OCC1=NC2(CCS1)C(NC(CC2)=O)=O 2-(Hydroxymethyl)-3-thia-1,8-diazaspiro[5.5]undec-1-ene-7,9-dione